C(CCC)OC(CCC(C)(OOC(C)(C)C)OOC(C)(C)C)=O n-butyl-4,4-di(t-butylperoxy)valerate